3-[2,4-dimethyl-5-[(Z)-(2-oxo-1H-indol-3-ylidene)methyl]-1H-pyrrol-3-yl]propanoic acid CC=1NC(=C(C1CCC(=O)O)C)\C=C\1/C(NC2=CC=CC=C12)=O